C(C)OC(=O)C1=NN(C(=C1)C1=CC=C(C=C1)C#N)C1=CC=C(C=C1)C1CC1 5-(4-cyanophenyl)-1-(4-cyclopropylphenyl)-1H-pyrazole-3-carboxylic acid ethyl ester